CC1(OCC(O1)C(=O)N1CC2(CN(C2)C2=CC=3N(C(=C2)C)N=C(C3N(C=3SC(=C(N3)C3=CC=C(C=C3)F)C#N)C)CC)C1)C 2-((5-(6-(2,2-dimethyl-1,3-dioxolane-4-carbonyl)-2,6-diazaspiro[3.3]heptan-2-yl)-2-ethyl-7-methylpyrazolo[1,5-a]pyridin-3-yl)(methyl)amino)-4-(4-fluorophenyl)thiazole-5-carbonitrile